N-methyltetrahydrofuran-3-amine CNC1COCC1